(1R,2S,3R,5R)-3-{5-bromo-4-methylpyrrolo[2,3-d]pyrimidin-7-yl}-5-[{{3-[(2-phenylethyl)amino]propyl}amino}methyl]cyclopentane-1,2-diol BrC1=CN(C=2N=CN=C(C21)C)[C@H]2[C@@H]([C@@H]([C@H](C2)CNCCCNCCC2=CC=CC=C2)O)O